(1S,4S)-4-(hydroxymethyl)-5-methyl-2,5-diazabicyclo[2.2.1]heptane-2-carboxylic acid tert-butyl ester C(C)(C)(C)OC(=O)N1[C@@H]2CN([C@](C1)(C2)CO)C